The molecule is an unsaturated fatty acyl-CoA that results from the formal condensation of the thiol group of coenzyme A with the carboxy group of 3-methylbut-2-enoic acid. It has a role as a mouse metabolite. It is a short-chain fatty acyl-CoA, a methyl-branched fatty acyl-CoA, a 2-enoyl-CoA and a monounsaturated fatty acyl-CoA. It derives from a but-2-enoyl-CoA and a 3-methylbut-2-enoic acid. It is a conjugate acid of a 3-methylbut-2-enoyl-CoA(4-). CC(=CC(=O)SCCNC(=O)CCNC(=O)[C@@H](C(C)(C)COP(=O)(O)OP(=O)(O)OC[C@@H]1[C@H]([C@H]([C@@H](O1)N2C=NC3=C(N=CN=C32)N)O)OP(=O)(O)O)O)C